COCC1=C(NCS(=O)(=O)[O-])C=CC=C1 [2-(methoxymethyl)-anilino]methanesulfonate